C=1N=C(N2C1C=CC=C2)C2CN(CCC2)C2=CC(=NC(=N2)N)NC 6-(3-(imidazo[1,5-a]pyridin-3-yl)piperidin-1-yl)-N4-methylpyrimidine-2,4-diamine